C(C=C)N1N(C2=NC(=NC=C2C1=O)NC=1C=NC(=CC1)OC)C1=NC(=CC=C1)OC1CCNCC1 2-allyl-6-(6-methoxy-3-pyridylamino)-1-[6-(4-piperidyloxy)-2-pyridyl]-1,2-dihydro-3H-1,2,5,7-tetraazainden-3-one